CP(=O)(C)C1=C(C=CC=C1)NC1=NC(=NC=C1C(F)(F)F)NC=1C=CC(=C2CCOC21)C(=O)NOCC(C)C 7-((4-((2-(dimethylphosphoryl)phenyl)amino)-5-(trifluoromethyl)pyrimidin-2-yl)amino)-N-isobutoxy-2,3-Dihydrobenzofuran-4-carboxamide